rel-{(3aS,4R,6aR)-4-[(6-bromo-3-pyridazinyl)(methyl)amino]hexahydrocyclopenta[c]pyrrol-2(1H)-yl}(5-methyl-2-thienyl)methanone BrC1=CC=C(N=N1)N([C@@H]1CC[C@H]2CN(C[C@H]21)C(=O)C=2SC(=CC2)C)C |o1:8,11,15|